C(C)[C@]1(C(OCC=2C(N3CC=4N5C6=C(C=C(C=C6C(C4C3=CC21)=O)F)[C@](CC5)(C)O)=O)=O)O (3R,9S)-9-ethyl-5-fluoro-3,9-dihydroxy-3-methyl-2,3,12,15-tetrahydro-1H,7H,13H-pyrano[3',4':6,7]indolizino[2,1-b]pyrido[3,2,1-ij]quinoline-7,10,13(9H)-trione